NC1=NC=2C=C(C=CC2C2=C1COC2)CN(C(=O)C=2C=NC(=CC2)C2(CC2)C(F)(F)F)C=2C(=NC=CC2)S(=O)(=O)C N-({4-amino-1H,3H-furo[3,4-c]quinolin-7-yl}methyl)-N-(2-methanesulfonylpyridin-3-yl)-6-[1-(tri-fluoromethyl)cyclopropyl]pyridine-3-carboxamide